3-(2,2-diphenyl-2-(1-(((tridecyloxy)carbonyl)oxy)ethoxy)acetoxy)spiro[bicyclo[3.2.1]octane-8,1'-pyrrolidin]-8-ium formate C(=O)[O-].C1(=CC=CC=C1)C(C(=O)OC1CC2CCC(C1)[N+]21CCCC1)(OC(C)OC(=O)OCCCCCCCCCCCCC)C1=CC=CC=C1